BrC1=C(C=C(C=C1)C1=NOC(=N1)C)C(F)(F)F 3-(4-bromo-3-(trifluoromethyl)phenyl)-5-methyl-1,2,4-oxadiazole